C(C=1C(C(=O)[O-])=CC=CC1)(=O)OCCOC(C(=C)C)=O mono(2-(methacryloyloxy) ethyl) phthalate